COCCN1CCC(CC1)NC1=C2C=C(N(C2=CC=C1)CC(F)(F)F)C#CCNC=1C=CC(=NC1)C(C#N)(C)C 2-(5-{[3-(4-{[1-(2-methoxyethyl)-piperidin-4-yl]amino}-1-(2,2,2-trifluoroethyl)-1H-indol-2-yl)prop-2-yn-1-yl]amino}pyridin-2-yl)-2-methylpropanenitrile